6,7-dichloro-1-methyl-3-(1H-pyrazol-4-yl)-2-(5-(trifluoromethyl)-1H-1,2,4-triazol-3-yl)-1H-indole ClC1=CC=C2C(=C(N(C2=C1Cl)C)C1=NNC(=N1)C(F)(F)F)C=1C=NNC1